CC1CCNCCN1C1=NC=CC(=N1)NC=1C=C2C=NNC2=CC1 N-(2-(7-methyl-1,4-diazepan-1-yl)pyrimidin-4-yl)-1H-indazol-5-amine